(R)-1-(2-chloropyridin-3-yl)ethyl (4-(5-(2-oxabicyclo[2.1.1]hexane-1-carboxamido)pyridin-2-yl)-1-methyl-1H-1,2,3-triazol-5-yl)carbamate C12(OCC(C1)C2)C(=O)NC=2C=CC(=NC2)C=2N=NN(C2NC(O[C@H](C)C=2C(=NC=CC2)Cl)=O)C